tert-butyl-((1R,3R)-3-isothiocyanatocyclobutoxy)dimethylsilane C(C)(C)(C)[Si](C)(C)OC1CC(C1)N=C=S